CN(CCCCCCCCCCC)C dimethyl-(undecyl)amine